C(C=C)(=O)O.C(C=C)(=O)O.C(C=C)(=O)O.N1C(=O)NC=2NC(=O)NC2C1=O uric acid triacrylate